7,7-dimethyl-4-(4-tolyl)-4,6,7,8-tetrahydro-2H-chromene-2,5(3H)-dione CC1(CC(C=2C(CC(OC2C1)=O)C1=CC=C(C=C1)C)=O)C